2-(4-(benzyloxy)-3-(trifluoromethyl)phenyl)-4,4,5,5-tetramethyl-1,3,2-dioxaborolane C(C1=CC=CC=C1)OC1=C(C=C(C=C1)B1OC(C(O1)(C)C)(C)C)C(F)(F)F